Ethyl {[4-(2,6-dimethoxyphenyl)-5-(5-methylfuran-2-yl)-4H-1,2,4-triazol-3-yl]sulfanyl}acetate COC1=C(C(=CC=C1)OC)N1C(=NN=C1C=1OC(=CC1)C)SCC(=O)OCC